(3E)-1-chloro-12,12-didecyloxy-3-dodecene ClCC\C=C\CCCCCCCC(OCCCCCCCCCC)OCCCCCCCCCC